2-(3,5-difluorophenoxy)-8-fluoro-5-iodobicyclo[4.2.0]octa-1,3,5-trien-7-ol FC=1C=C(OC2=C3C(C(C3=C(C=C2)I)O)F)C=C(C1)F